(7-bromo-2-ethyl-6-methoxy-2H-indazol-3-yl)(3,5-dibromo-4-hydroxyphenyl)methanone Methyl-(2-(3-((tertbutoxycarbonyl)amino)phenyl)thiazole-4-carbonyl)serinate CN([C@@H](CO)C(=O)O)C(=O)C=1N=C(SC1)C1=CC(=CC=C1)NC(=O)OC(C)(C)C.BrC1=C(C=CC2=C(N(N=C12)CC)C(=O)C1=CC(=C(C(=C1)Br)O)Br)OC